FC=1C(=CC(=C2C=C(NC12)C(=O)N1CCN(CC1)C1=NC=C(C=C1OC)F)C1N(CCC1)C)C1=CCCN(C1)C(CCN1N=NC=C1)=O 1-[5-[7-fluoro-2-[4-(5-fluoro-3-methoxy-2-pyridyl)piperazine-1-carbonyl]-4-(1-methylpyrrolidin-2-yl)-1H-indol-6-yl]-3,6-dihydro-2H-pyridin-1-yl]-3-(triazol-1-yl)propan-1-one